N(CCC1=CC(O)=C(O)C=C1)C=CC(=O)[O-] dopamine-acrylate